NC[C@H](C)N(C([C@@H](CC(=O)OC(C1=C(C=CC=C1)Cl)(C1=CC=CC=C1)C1=CC=CC=C1)C1CC1)=O)C (2-Chlorotrityl) (S)-4-(((S)-1-aminopropan-2-yl)(methyl)amino)-3-cyclopropyl-4-oxobutanoate